N-(2-(4,4-Difluoropiperidin-1-yl)-6-methylpyrimidin-4-yl)-4-((2-hydroxyethyl)sulfonamido)-2-(7-azaspiro[3.5]nonan-7-yl)benzamide FC1(CCN(CC1)C1=NC(=CC(=N1)NC(C1=C(C=C(C=C1)NS(=O)(=O)CCO)N1CCC2(CCC2)CC1)=O)C)F